[Br-].C(C1=CC=CC=C1)OC(=O)NCCCN1C=[N+](C=C1C(F)(F)F)CCCCBr 1-(3-(((benzyloxy)carbonyl)amino)propyl)-3-(4-bromobutyl)-5-(trifluoromethyl)-imidazol-3-ium bromide